CC=1C=C(C=CC1)\C=N\NC=1N=C(C2=C(N1)CN(C2)C=2CCN(CC2)C(C=C)=O)N2CCOCC2 1-{4-[2-{(2E)-2-[(3-methylphenyl)methylidene]hydrazinyl}-4-(morpholin-4-yl)-5,7-dihydro-6H-pyrrolo[3,4-d]pyrimidin-6-yl]-3,6-dihydropyridin-1(2H)-yl}prop-2-en-1-one